tert-butyl (2R,3S,4S)-3-{[2-(2,1,3-benzoxadiazol-5-ylmethoxy)acetyl]oxy}-4-[(tert-butoxycarbonyl)oxy]-2-[(4-methoxyphenyl) methyl]pyrrolidine-1-carboxylate N=1ON=C2C1C=CC(=C2)COCC(=O)O[C@H]2[C@H](N(C[C@@H]2OC(=O)OC(C)(C)C)C(=O)OC(C)(C)C)CC2=CC=C(C=C2)OC